N1N=CC(=C1)C=1C=C(C=CC1)NC=1N=NC(=CC1)N1CCC(CC1)N N-(3-(1H-pyrazol-4-yl)phenyl)-6-(4-aminopiperidin-1-yl)pyridazin-3-amine